tert-butyl (2-(2-((4-((4-((2-(methylcarbamoyl)phenyl)amino)-5-(trifluoromethyl)pyrimidin-2-yl)amino)benzyl)amino)pyrimidin-4-yl)ethyl)carbamate CNC(=O)C1=C(C=CC=C1)NC1=NC(=NC=C1C(F)(F)F)NC1=CC=C(CNC2=NC=CC(=N2)CCNC(OC(C)(C)C)=O)C=C1